6-isopropyl-10-methoxy-2-oxo-9-(1-(tetrahydro-2H-pyran-4-yl)-1H-pyrazol-4-yl)-6,7-dihydro-2H-pyrido[2,1-a]phthalazine-3-carboxylic acid C(C)(C)N1N2C(C3=CC(=C(C=C3C1)C=1C=NN(C1)C1CCOCC1)OC)=CC(C(=C2)C(=O)O)=O